[C-](S(=O)(=O)C(F)(F)F)(S(=O)(=O)C(F)(F)F)S(=O)(=O)C(F)(F)F.C1(=CC=CC=C1)[S+](C1=CC=CC=C1)C1=CC=CC=C1 triphenylsulfonium tris(trifluoromethanesulfonyl)methide